O[C@H](CCNC(=O)N1CC2CCCCC2C1)CN1CC(CC1)C1=NC(=CC=C1)C(F)(F)F N-((3R)-3-Hydroxy-4-(3-(6-(trifluoromethyl)pyridin-2-yl)pyrrolidin-1-yl)butyl)octahydro-2H-isoindole-2-carboxamide